ClC1=C(C=C2C(=C(N(C2=C1F)C)C1=NNC(=N1)C(C)N1CC2(COC2)C1)N1C=NC=C1)OC 6-(1-(3-(6-chloro-7-fluoro-3-(1H-imidazol-1-yl)-5-methoxy-1-methyl-1H-indol-2-yl)-1H-1,2,4-triazol-5-yl)ethyl)-2-oxa-6-azaspiro[3.3]heptane